C12(CC3CC(CC(C1)C3)C2)CN2N=CC(=C2C)C=2C=NC=3N(C2C(=O)O)N=CC3C=3C=NC(=CC3)NC=3SC2=C(N3)C=CC=C2 6-(1-(adamantan-1-ylmethyl)-5-methyl-1H-pyrazol-4-yl)-3-(6-(benzo[d]thiazol-2-ylamino)pyridin-3-yl)pyrazolo[1,5-a]pyrimidine-7-carboxylic acid